2-butyl-4-isopropoxy-3-[[4-[[2-[2-[2-[2-[2-[2-[2-(2-methoxyethoxy)ethoxy]ethoxy]eth-oxy]ethoxy]ethoxy]ethoxy]ethyl-amino]methyl]phenyl]methyl]imidazo[4,5-d]pyridazin-7-amine C(CCC)C=1N(C=2C(=C(N=NC2OC(C)C)N)N1)CC1=CC=C(C=C1)CNCCOCCOCCOCCOCCOCCOCCOCCOC